(E)-1-(1-(3,4-dimethoxyphenyl)cyclopropyl)-N-methylmethanimine COC=1C=C(C=CC1OC)C1(CC1)\C=N\C